2-[9-chloro-2,4-bis(trifluoromethyl)imidazo[1,2-a]1,8-naphthyridin-8-yl]-1,3,4-oxadiazole ClC1=C(N=C2N1C=1N=C(C=C(C1C=C2)C(F)(F)F)C(F)(F)F)C=2OC=NN2